ClC=1C=C(C=CC1Cl)NC(=O)N1[C@H]2CC3=C(C=NC(=C3)F)[C@@H]1CC2 (6R,9S)-N-(3,4-dichlorophenyl)-3-fluoro-6,7,8,9-tetrahydro-5H-6,9-epiminocyclohepta-[c]pyridine-10-carboxamide